CN(CCCOC=1C=C(C=C(C1)C(F)(F)F)NC(C1=C(C=C(C=C1)C)F)=O)C N-(3-(3-(dimethylamino)propoxy)-5-(trifluoromethyl)phenyl)-2-fluoro-4-methylbenzamide